(3R*)-3-(3-chloro-5-methyl-pyrazolo[1,5-a]pyrimidin-6-yl)oxy-2-methyl-butan-2-ol ClC=1C=NN2C1N=C(C(=C2)O[C@@H](C(C)(O)C)C)C |o1:11|